C(#N)C=1N(C2=C(C=C(C=C2C1)C)S(=O)(=O)N(CC(=O)O)C)S(=O)(=O)C1=CC=C(C)C=C1 N-((2-cyano-5-methyl-1-tosyl-1H-indol-7-yl)sulfonyl)-N-methylglycine